N-(5-(6-ethoxy-4-methylpyridin-3-yl)pyrazin-2-yl)-2,6-difluorobenzamide C(C)OC1=CC(=C(C=N1)C=1N=CC(=NC1)NC(C1=C(C=CC=C1F)F)=O)C